2-[[5-(4-Chloro-3-nitrophenyl)-2-furanyl]methylene]-1H-indene-1,3(2H)-dione ClC1=C(C=C(C=C1)C1=CC=C(O1)C=C1C(C2=CC=CC=C2C1=O)=O)[N+](=O)[O-]